iron (iii) phosphate P(=O)([O-])([O-])[O-].[Fe+3]